2-(4-vinylbenzyl)-5,5'-dodecamethylenebis(2H-tetrazole) C(=C)C1=CC=C(CC(CC=2N=NNN2)CCCCCCCCCCC=2N=NNN2)C=C1